C(CCC)N1C=2C=CC(=CC2C=2C3=C(C(=CC12)C1=C(C=CC=C1)Cl)C(NC3=O)=O)O 6-butyl-4-(2-chlorophenyl)-9-hydroxypyrrolo[3,4-c]carbazole-1,3-dione